(S)-tert-butyl(2-(5-bromo-1-oxoisoindolin-2-yl)ethyl) ((5-oxopyrrolidin-2-yl)methyl)carbamate O=C1CCC(N1)CNC(OC[C@@H](N1C(C2=CC=C(C=C2C1)Br)=O)C(C)(C)C)=O